(E)-Ethyl 3-(4-((E)-1-(1H-indazol-6-yl)-2-phenylbut-1-en-1-yl)phenyl)acrylate N1N=CC2=CC=C(C=C12)\C(=C(/CC)\C1=CC=CC=C1)\C1=CC=C(C=C1)/C=C/C(=O)OCC